CNCCC1=CNC2=CC=CC(=C12)OP(=O)(O)O.FC(O[C@@H]1[C@H]2[C@@H](N([C@@H](C1)C2)C(=O)C2(CC2)F)C#C)F ((1R,3R,4R,5S)-5-(Difluoromethoxy)-3-ethynyl-2-azabicyclo[2.2.1]heptan-2-yl)(1-fluorocyclopropyl)methanone 3-[2-(methylamino)ethyl]-1H-indol-4-yl-dihydrogenphosphate